5-(2-(4-cyclobutylpiperazin-1-yl)pyridin-4-yl)-2-(3,4-dimethoxyphenyl)-3-isopropyl-1H-indole C1(CCC1)N1CCN(CC1)C1=NC=CC(=C1)C=1C=C2C(=C(NC2=CC1)C1=CC(=C(C=C1)OC)OC)C(C)C